ClC1=CC=C(C=C1)C1=NC(=NC(=C1)N1CCC(CC1)S(=O)(=O)C)C=1C=NC=CC1 4-(4-chlorophenyl)-6-(4-(methylsulfonyl)piperidin-1-yl)-2-(pyridin-3-yl)pyrimidine